oxygen silicon [Si].[O]